FC1C(C(C(C(C1)(C#N)C#N)(C#N)F)(F)F)(F)F hexafluoro-cyclohexane-tri-nitrile